((2,4-dioxo-1,3-diazaspiro[4.4]nonane-7-yl)methyl)pyrimidine-5-sulfonamide O=C1NC2(C(N1)=O)CC(CC2)CC2=NC=C(C=N2)S(=O)(=O)N